3-(5-((((1-(4-((5-chloro-4-((2-(dimethylphosphono)phenyl)amino)pyrimidin-2-yl)amino)-3-methoxyphenyl)piperidin-4-yl)amino)methyl)thio)-1-oxoisoindolin-2-yl)piperidine-2,6-dione ClC=1C(=NC(=NC1)NC1=C(C=C(C=C1)N1CCC(CC1)NCSC=1C=C2CN(C(C2=CC1)=O)C1C(NC(CC1)=O)=O)OC)NC1=C(C=CC=C1)P(=O)(OC)OC